C(=CC=C)S[Sb](C1=CC=C(C=C1)[Sb](SC=CC=C)SC=CC=C)SC=CC=C 1,4-bis(di(buta-1,3-dien-1-ylsulfanyl)stibanyl)benzene